(5-{[2-(4-Chlorophenyl)imidazo[1,2-a]pyrimidin-3-yl]methyl}-2,5-diazabicyclo[2.2.2]oct-2-yl)(6-methoxy-3-methylpyridin-2-yl)methanone ClC1=CC=C(C=C1)C=1N=C2N(C=CC=N2)C1CN1C2CN(C(C1)CC2)C(=O)C2=NC(=CC=C2C)OC